C(C)OC(=S)SCC(=O)N(C1=CC=CC=C1)S(=O)(=O)C 2-[(Ethoxymethanethioyl)sulfanyl]-N-methanesulfonyl-N-phenylacetamide